Tetradecyl ((S)-(((2R,3S,5R)-5-(6-amino-2-fluoro-9H-purin-9-yl)-2-ethynyl-3-hydroxytetrahydrofuran-2-yl) methoxy)(phenoxy)phosphoryl)-L-alaninate NC1=C2N=CN(C2=NC(=N1)F)[C@H]1C[C@@H]([C@@](O1)(C#C)CO[P@](=O)(OC1=CC=CC=C1)N[C@@H](C)C(=O)OCCCCCCCCCCCCCC)O